1-(4-bromophenyl)-2-fluoroethan-1-d-1-ol BrC1=CC=C(C=C1)C(CF)(O)[2H]